C(C1=CC=CC=C1)NC1=C(C=C(C=C1)S(=O)(=O)C)Br benzyl-2-bromo-4-methylsulfonyl-aniline